(4-methylpiperazin-1-yl)(6-(5-(3-methylpyridin-2-ylamino)-1,2,4-thiadiazol-3-yl)pyridin-3-yl)methanone CN1CCN(CC1)C(=O)C=1C=NC(=CC1)C1=NSC(=N1)NC1=NC=CC=C1C